(R)-p-toluenesulfonamide CC1=CC=C(C=C1)S(=O)(=O)N